Cl.N1CCC(CC1)OC1=CC=NC2=C(C=CC=C12)C#N 4-(piperidin-4-yloxy)quinoline-8-carbonitrile hydrochloride